C1(=CC=CC2=CC=CC=C12)C=C(C#N)C#N 2-(1-naphthylmethylene)malononitrile